FC(CN1CCC(CC1)=O)(F)F 1-(2,2,2-trifluoroethyl)piperidin-4-one